3-(6-butyryl-4-methylpyridin-3-yl)-7-chloro-1-(2-methoxyethyl)-1,6-naphthyridin-2(1H)-one C(CCC)(=O)C1=CC(=C(C=N1)C=1C(N(C2=CC(=NC=C2C1)Cl)CCOC)=O)C